C(C1=CC=CC=C1)OC1=NC(=CC=C1C1=C(C=C(C=C1)N1CCC(CC1)C(OC)OC)F)OCC1=CC=CC=C1 2,6-dibenzyloxy-3-[4-[4-(dimethoxymethyl)-1-piperidyl]-2-fluoro-phenyl]pyridine